t-butyl (S)-5-methyl-3-(trifluoromethyl)-5,6,6a,7,9,10-hexahydro-8H-pyrazino[1,2-a]pyrido[3,2-e]pyrazin-8-carboxylate CN1C[C@@H]2N(C3=C1C=C(C=N3)C(F)(F)F)CCN(C2)C(=O)OC(C)(C)C